C1(CC1)C1=NC=NC(=C1C1=NN2C(C(CCC2)NC2=CC=C(C=C2)C=2N(C=C(N2)C(F)(F)F)C(C([2H])([2H])[2H])([2H])[2H])=C1)OC 2-(4-cyclopropyl-6-methoxypyrimidin-5-yl)-N-(4-(1-(ethyl-d5)-4-(trifluoromethyl)-1H-imidazol-2-yl)phenyl)-4,5,6,7-tetrahydropyrazolo[1,5-a]pyridin-4-amine